CC1=NNC(=C1)C1=NSC=2C1=NC(=CC2C2(CCCCC2)C(=O)N)N2[C@@H](COCC2)C [3-(3-methyl-1H-pyrazol-5-yl)-5-[(3R)-3-methylmorpholin-4-yl]-[1,2]thiazolo[4,5-b]pyridin-7-yl]cyclohexane-1-carboxamide